C1NCCC12CCOCC2 8-oxa-2-azaspiro[4.5]decane